N-((2S)-1-(2-(3-amino-3-oxopropyl)-2-(2-chloro-2-fluoroacetyl)hydrazinyl)-3-cyclobutyl-1-oxopropan-2-yl)pyrazine-2-carboxamide NC(CCN(NC([C@H](CC1CCC1)NC(=O)C1=NC=CN=C1)=O)C(C(F)Cl)=O)=O